C1(=CC=CC=C1)P(C1=C(C(=CC(=C1)C)C)C1=C(C=C(C=C1C)C)P(C1=CC=CC=C1)C1=CC=CC=C1)C1=CC=CC=C1 2,2'-bis(diphenylphosphino)-4,4',6,6'-tetramethyl-1,1'-biphenyl